(R)-N-(4-bromobenzyl)-1-methyl-4-(2-(p-tolyl)-2H-pyrazolo[3,4-d]pyrimidin-4-yl)piperazine-2-carboxamide BrC1=CC=C(CNC(=O)[C@@H]2N(CCN(C2)C=2C=3C(N=CN2)=NN(C3)C3=CC=C(C=C3)C)C)C=C1